(2-Bromoethoxy)-dimethyl-t-butylsilane BrCCO[Si](C(C)(C)C)(C)C